4-methyl-3-(1-pyrrolidinyl)-2[5H]Furanone CC1=C(C(OC1)=O)N1CCCC1